[As]=[Te].[Si] silicon arsenic telluride